N,N-dihexyl-4-oxobutanamide C(CCCCC)N(C(CCC=O)=O)CCCCCC